(4-(5-Methyloxazolo[4,5-b]pyridin-2-yl)piperazin-1-yl)(2-phenylbenzo[d]oxazol-6-yl)methanone CC1=CC=C2C(=N1)N=C(O2)N2CCN(CC2)C(=O)C2=CC1=C(N=C(O1)C1=CC=CC=C1)C=C2